N-[(2-tert-butylthiazol-4-yl)methyl]cyclohexylamine C(C)(C)(C)C=1SC=C(N1)CNC1CCCCC1